C(C)(C)(C)OC(NCC1=CC=C(C=C1)C=O)=O (4-formyl-benzyl)-carbamic acid tert-butyl ester